N3-(6-fluorobenzyl)-1-(piperidin-4-yl)-1H-pyrazolo[3,4-d]pyrimidine-3,4-diamine FC1=CC=CC=C1CNC1=NN(C2=NC=NC(=C21)N)C2CCNCC2